methyl 3-(1-hydroxyethyl)-5-methoxybenzoate OC(C)C=1C=C(C(=O)OC)C=C(C1)OC